C(CCCCCCC\C=C/C\C=C/CCCCC)OC(=O)OCCCCCCCCCCC\C=C/C\C=C/CCCCC (12Z,15Z)-1-((((9Z,12Z)-octadeca-9,12-dien-1-yloxy)carbonyl)oxy)henicosa-12,15-dien